OC(C(=O)O)C=1C=C(C=CC1)C (-)-2-Hydroxy-2-(m-tolyl)acetic acid